C(C)(C)(C)C1=C(N=C(S1)NC=1N(C=2C(=NC=C(C2)OC2=CC(=NC=C2)NC(C)=O)N1)C)[C@H]1COCC1 (S)-N-(4-((2-((5-(tert-butyl)-4-(tetrahydrofuran-3-yl)thiazol-2-yl)amino)-1-methyl-1H-imidazo[4,5-b]pyridin-6-yl)oxy)pyridin-2-yl)acetamide